NC1=NC=CC=C1[C@@H](C)NCCOC1=C2C(=NC(=NC2=C(C(=C1Cl)C1=CC=C(C=2SC(=C(C21)C#N)NC(OC(C)(C)C)=O)F)F)SC)O tert-butyl (4-((R)-5-(2-(((R)-1-(2-aminopyridin-3-yl)ethyl)amino)ethoxy)-6-chloro-8-fluoro-4-hydroxy-2-(methylthio)quinazolin-7-yl)-3-cyano-7-fluorobenzo[b]thiophen-2-yl)carbamate